Tert-butyl-4-((4-(3-methylbutanoyl)-1,2,3,4-tetrahydroquinoxaline-1-carboxamido)methyl)piperidine C(C)(C)(C)N1CCC(CC1)CNC(=O)N1CCN(C2=CC=CC=C12)C(CC(C)C)=O